C(C)(C)(C)OC(=O)N[C@@H]1[C@@H](N(CCC1)C(=O)OCC1=CC=CC=C1)COC1CCC(CC1)C1=C(C=CC=C1)C=O benzyl (2R,3S)-3-((tert-butoxycarbonyl)amino)-2-((((1s,4S)-4-(2-formylphenyl)cyclohexyl)oxy)methyl)piperidine-1-carboxylate